FC1=C(C=CC(=C1F)C=1C=NN(C1)C1OCCCC1)C1CCN(CC1)C(=O)OC(C)(C)C tert-butyl 4-(2,3-difluoro-4-(1-(tetrahydro-2H-pyran-2-yl)-1H-pyrazol-4-yl)phenyl)piperidine-1-carboxylate